C(CCCCCCC)C(C(=O)OCCCCCCC(=O)O[C@@H](COC(CCCCCCOC(C(CCCCCCCC)CCCCCCCC)=O)=O)COP1(OCCO1)=O)CCCCCCCC (S)-((3-((2-Oxido-1,3,2-dioxaphospholan-2-yl)oxy)propane-1,2-diyl)bis(oxy))bis(7-oxoheptane-7,1-diyl) bis(2-octyldecanoate)